fructose monoammonium phosphate P(=O)([O-])(O)O.[NH4+].OCC(=O)[C@@H](O)[C@H](O)[C@H](O)CO